OC1=C(C=CC=C1)C=1C=C2N3CCN(C[C@@H]3CNC2=NN1)CCC(=O)O 3-[(10S)-4-(2-hydroxyphenyl)-1,5,6,8,12-pentazatricyclo[8.4.0.02,7]tetradeca-2,4,6-trien-12-yl]propanoic acid